[2-Acetoxy-4-[5-[4-[6-chloro-4-(trifluoromethyl)-2-pyridyl]piperazin-1-yl] sulfonylindoline-1-carbonyl] phenyl] acetate C(C)(=O)OC1=C(C=C(C=C1)C(=O)N1CCC2=CC(=CC=C12)S(=O)(=O)N1CCN(CC1)C1=NC(=CC(=C1)C(F)(F)F)Cl)OC(C)=O